(R)-ethyl 6-(2-((5-chloro-2-(4-(trifluoromethyl) phenyl)-1H-imidazol-1-yl) methyl) phenoxy)-3-methylhexanoate ClC1=CN=C(N1CC1=C(OCCC[C@H](CC(=O)OCC)C)C=CC=C1)C1=CC=C(C=C1)C(F)(F)F